C(#N)C=1C=NC2=CC(=CC=C2C1N1CC(C1)CCNS(=O)(=O)NC(OC(C)(C)C)=O)OC tert-butyl N-(2-(1-(3-cyano-7-methoxyquinolin-4-yl)azetidin-3-yl)ethyl)sulfamoylcarbamate